ClC=1C=C2CCC(C2=CC1)(C1=CC=C(C=C1)Cl)CCCN([C@@H](C)C(=O)O)C N-{3-[5-Chloro-1-(4-chloro-phenyl)-indan-1-yl]-propyl}-N-methylalanine